sodium 5-(4-cyanophenyl)-3-(2,4-difluorophenyl)-2-methylpyrazolo[1,5-a]pyrimidin-7-ol C(#N)C1=CC=C(C=C1)C1=NC=2N(C(=C1)O)N=C(C2C2=C(C=C(C=C2)F)F)C.[Na]